1-(6-(7-acetyl-4-(6-hydroxy-1-naphthalenyl)-3-methyl-5,6,7,8-tetrahydro-1,7-naphthyridin-2-yl)-2,6-diazaspiro[3.4]octan-2-yl)-2-propen-1-one C(C)(=O)N1CCC=2C(=C(C(=NC2C1)N1CC2(CN(C2)C(C=C)=O)CC1)C)C1=CC=CC2=CC(=CC=C12)O